(R)-N-((S)-1-(2-Fluoro-5-(((S)-tetrahydrofuran-3-yl)oxy)phenyl)ethyl)-2-methylpropane-2-Sulfenamide FC1=C(C=C(C=C1)O[C@@H]1COCC1)[C@H](C)NSC(C)(C)C